C1(=CC=CC=C1)S(=O)(=O)C=1NC2=C(N1)C=CC=C2 phenylsulfonyl-benzimidazole